C(C)N(C(OC1=CC(=C(C(=C1)F)Cl)Cl)=O)CC 3,4-dichloro-5-fluorophenyl diethylcarbamate